NC1=NN2C(C=C(C=C2)C=2C=C(C(=NC2)OC)C(=O)NCC2=C(C=CC=C2)OCC2CCCC2)=N1 5-{2-amino-[1,2,4]triazolo[1,5-a]pyridin-7-yl}-N-{[2-(cyclopentylmethoxy)phenyl]methyl}-2-methoxypyridine-3-carboxamide